(2-(4-Fluorobenzyl)-2,6-dihydropyrrolo[3,4-c]pyrazol-5(4H)-yl)pyrimidine-4-carboxylic acid FC1=CC=C(CN2N=C3C(=C2)CN(C3)C3=NC=CC(=N3)C(=O)O)C=C1